3,3-diphenylacrylic acid 2-ethylhexyl ester C(C)C(COC(C=C(C1=CC=CC=C1)C1=CC=CC=C1)=O)CCCC